(2R)-2-fluoro-2-[2-[4-fluoro-2-(2-methyl-5-pyridin-2-ylpyrazol-3-yl)oxyphenyl]pyrimidin-5-yl]ethanamine F[C@@H](CN)C=1C=NC(=NC1)C1=C(C=C(C=C1)F)OC=1N(N=C(C1)C1=NC=CC=C1)C